O[C@]1(CN2[C@H](CO1)CN(CC2)C(=O)C2=C(C(=CC=C2)OC)Cl)C=2N=C(SC2)C=2C=NC(=CC2)OC [(3S,9aS)-3-Hydroxy-3-[2-(6-methoxy-3-pyridyl)thiazol-4-yl]-1,4,6,7,9,9a-hexahydropyrazino[2,1-c][1,4]oxazin-8-yl]-(2-chloro-3-methoxyphenyl)methanon